C(#N)C1=CC=C(C=C1)[C@H](C)NC(=O)C1NCC(C1)O N-((S)-1-(4-cyanophenyl)ethyl)-4-hydroxypyrrolidine-2-carboxamide